OCC1CC(C1)OC=1C=C2C(=NC=NN2C1)C1=CC(=C(C=C1)CNC([O-])=O)C [[4-[6-[3-(hydroxymethyl)cyclobutoxy]pyrrolo[2,1-f][1,2,4]triazin-4-yl]-2-methyl-phenyl]methyl]carbamate